NC1CCN(CC1)C=1C=CC(=C(C(=O)NC2(CC2)C2=CC=CC3=CC=CC=C23)C1)C 5-(4-Aminopiperidin-1-yl)-2-methyl-N-(1-(naphthalen-1-yl)cyclopropyl)benzamide